FC(C1=C(C(=O)O)C=CC(=C1)F)F 2-(difluoromethyl)-4-fluorobenzoic acid